(R)-6-(2,6-dichloro-3,5-dimethoxyphenyl)-3-(2-nitrophenyl)-4,5,6,7-tetrahydro-1H-indazole ClC1=C(C(=C(C=C1OC)OC)Cl)[C@@H]1CCC=2C(=NNC2C1)C1=C(C=CC=C1)[N+](=O)[O-]